CSC(=CC(=O)C1=C(C=CC=C1)C)SC 3,3-bis(methylsulfanyl)-1-(o-tolyl)prop-2-en-1-one